FC(OC1CNC1)F 3-(difluoromethoxy)azetidine